FC1=C(C=CC(=C1F)C=1C(=NN(C1)CCOC)C)C1=CN=C2N1C=CN=C2NC2=CC(=C(C(=O)NCC1CC[N+](CC1)(C)CCO)C=C2)CC 4-[[3-[2,3-difluoro-4-[1-(2-methoxyethyl)-3-methyl-pyrazol-4-yl]phenyl]imidazo[1,2-a]pyrazin-8-yl]amino]-2-ethyl-N-[[1-(2-hydroxyethyl)-1-methyl-piperidin-1-ium-4-yl]methyl]benzamide